FC(C=1C=NN(C1)C1=CC=C(C(=O)N2CCN(CC2)C2=NC3=CC=CC=C3C(N2)=O)C=C1)(F)F 2-[4-[4-[4-(Trifluoromethyl)pyrazol-1-yl]benzoyl]piperazin-1-yl]-3H-quinazolin-4-one